CC1=CC(=C(N=N1)OC1=CC(=CC=C1)C(F)(F)F)C(=NOCC=CC=1C=C2C=CN(C2=CC1)C)N 6-methyl-N'-[3-(1-methylindol-5-yl)allyloxy]-3-[3-(trifluoromethyl)phenoxy]pyridazine-4-carboxamidine